C(C1=CC=CC=C1)OC1=NC(=NC(=C1CC=O)C)[C@@H]1O[C@]([C@H]([C@H]1C1=C(C(=C(C=C1)F)F)OC)C)(C(F)(F)F)C 2-(4-(benzyloxy)-2-((2R,3S,4S,5R)-3-(3,4-difluoro-2-methoxyphenyl)-4,5-dimethyl-5-(trifluoromethyl)tetrahydrofuran-2-yl)-6-methylpyrimidin-5-yl)acetaldehyde